4-(Benzo[d][1,3]dioxol-5-yl)-6-chloropyrimidine-5-carbaldehyde O1COC2=C1C=CC(=C2)C2=NC=NC(=C2C=O)Cl